C(#C)C1=C(C=NC=C1C)C 4-ethynyl-3,5-dimethylpyridine